N-[(2RS)-1-chloro-3-(2-chloro-4-tolyl)propan-2-yl]-3-(3-chloro-2-fluorophenoxy)-N'-hydroxy-6-methylpyridazine-4-carboxamidine ClC[C@@H](CC1=CC(=C(C=C1)C)Cl)NC(=NO)C1=C(N=NC(=C1)C)OC1=C(C(=CC=C1)Cl)F |r|